N1CCC(CC1)C=1C=C(C=CC1)N1C(CCCC1=O)=O (3-(piperidin-4-yl)phenyl)piperidine-2,6-dione